C1(CC1)C1=NN(C=N1)C1CC2(CN(C2)C(=O)N2CC3(C2)CN(C3)C(C(F)(F)F)=O)C1 1-[2-[6-(3-cyclopropyl-1,2,4-triazol-1-yl)-2-azaspiro[3.3]heptane-2-carbonyl]-2,6-diazaspiro[3.3]heptan-6-yl]-2,2,2-trifluoro-ethanone